N1=CC=C(C=C1)C1C(C1)C(=O)NC1=CC=C(C=C1)S(NCC1=CC(=CC=C1)OC(F)(F)F)(=O)=O 2-(pyridin-4-yl)-N-(4-(N-(3-(trifluoromethoxy)benzyl)sulfamoyl)phenyl)cyclopropane-1-carboxamide